tert-Butyl N-[(3R,5R)-5-fluoro-1-[3-[[1-[4-(2-hydroxyethyl)cyclohexyl]-3-(trifluoromethyl)pyrazol-4-yl]carbamoyl]pyrazolo[1,5-a]pyrimidin-5-yl]-3-piperidyl]carbamate F[C@@H]1C[C@H](CN(C1)C1=NC=2N(C=C1)N=CC2C(NC=2C(=NN(C2)C2CCC(CC2)CCO)C(F)(F)F)=O)NC(OC(C)(C)C)=O